O=C1CC2(C1)N(CCC2)C(=O)OC(C)(C)C tert-butyl 2-oxo-5-azaspiro[3.4]octane-5-carboxylate